3,4-dimethyl-benzyl carbamate C(N)(OCC1=CC(=C(C=C1)C)C)=O